4-chloro-N-methyl-2-(phenylthio)aniline ethyl-2-(chloromethyl)-4-(((11R*,5S*,6S)-3-ethyl-3-azabicyclo[4.1.0]heptan-5-yl)oxy)benzoate C(C)OC(C1=C(C=C(C=C1)O[C@@H]1CN(CC2C[C@H]12)CC)CCl)=O.ClC1=CC(=C(NC)C=C1)SC1=CC=CC=C1 |o1:11|